C(C)C(CC(=O)O)CC 3-ethylpentanoic acid